C(#N)C1=CC(=C(COC2=NN(C=C2C(C)C)C2CCN(CC2)CC2=NC3=C(N2C[C@H]2OCC2)C=C(C=C3)C(=O)O)C=C1)F (S)-2-((4-(3-((4-cyano-2-fluorobenzyl)oxy)-4-isopropyl-1H-pyrazol-1-yl)piperidin-1-yl)methyl)-1-(oxetan-2-ylmethyl)-1H-benzo[d]imidazole-6-carboxylic acid